C(C)(=O)NC1=CC=C(C=N1)C=1C=CC(=NC1)NC(CN1N=C(C(=C1)C1=CC(=NC=C1)C(F)(F)F)C)=O N-[5-(6-acetamido-3-pyridyl)-2-pyridyl]-2-[3-methyl-4-[2-(trifluoromethyl)-4-pyridyl]pyrazol-1-yl]acetamide